(3S)-3-[5-[4-[[1-(azetidin-3-yl)-4-piperidyl]methyl]piperazin-1-yl]-1-oxo-isoindolin-2-yl]piperidine-2,6-dione N1CC(C1)N1CCC(CC1)CN1CCN(CC1)C=1C=C2CN(C(C2=CC1)=O)[C@@H]1C(NC(CC1)=O)=O